N,N,N',N'-tetramethyl-10H-phenothiazine-3,7-diamine CN(C=1C=CC=2NC3=CC=C(C=C3SC2C1)N(C)C)C